ClC1=C2CN(CC2=CC(=C1OCCCOC=1C(=CC2=C(C=C(S2)C(CCC(=O)[O-])=O)C1F)OC)OC)C(CCC(=O)OCC)=O 4-[5-[3-[4-chloro-2-(4-ethoxy-4-oxo-butanoyl)-6-methoxy-isoindolin-5-yl] oxypropoxy]-4-fluoro-6-methoxy-benzothiophen-2-yl]-4-oxo-butanoate